CC=1OC(CC1C(=O)NC1=CC(=CC=C1)C)C=C 2-methyl-N-(3-methyl-phenyl)-5-vinyl-4,5-dihydrofuran-3-carboxamide